2-(hydroxymethyl)-1lambda6-thiolane-1,1-dione OCC1S(CCC1)(=O)=O